(1R,3R)-5-(2-((1R,3aS,7aR,E)-7a-methyl-1-((S)-1-((S)-2-methylmorpholino)propan-2-yl)-octahydro-4H-inden-4-ylidene)ethylidene)-2-methylene-cyclohexane-1,3-diol C[C@@]12CCC/C(/[C@@H]2CC[C@@H]1[C@@H](CN1C[C@@H](OCC1)C)C)=C\C=C1C[C@H](C([C@@H](C1)O)=C)O